Racemic-2-chloro-8-methyl-7a,8,9,10-tetrahydro-7H-indolo[7,1-fg][1,7]naphthyridine ClC=1C=C2C=CN3C2=C(C2=CCCN([C@H]2C3)C)C1 |r|